CN(C)CC1=CC(=C(C=C1)S(=O)(N)=NC(NC1=C2CCCC2=CC=2CCCC12)=O)F 4-((dimethylamino)methyl)-2-fluoro-N'-(1,2,3,5,6,7-hexahydro-s-indacen-4-ylcarbamoyl)benzenesulfonimidamide